FC=1C(=C(C=CC1)C=1SC[C@H](N1)C(=O)O)O (R)-2-(3-fluoro-2-hydroxyphenyl)-4,5-dihydrothiazole-4-carboxylic acid